CC(N)(C)C(=O)O Cα-methylalanine